3-Methyl-3,4-dihydro-2H-benzo[b][1,4]oxazine CC1NC2=C(OC1)C=CC=C2